C(N)(OC(C)(CCC(C(C)C)N1CC2(C1)CN(CC2)C=2N=CN=NC2OC2=C(C=C(C=C2)F)C=2C(=NC=NC2)C2CC2)C)=O (5-(6-(6-(2-(4-cyclopropylpyrimidin-5-yl)-4-fluorophenoxy)-1,2,4-triazin-5-yl)-2,6-diazaspiro[3.4]octan-2-yl)-2,6-dimethylheptan-2-yl) carbamate